5-(2-Bromo-5-chlorophenyl)-4-methyl-4H-1,2,4-triazole-3-thiol BrC1=C(C=C(C=C1)Cl)C=1N(C(=NN1)S)C